FC1=CC=C(C=C1)NC1=CC(=NC(=N1)S(=O)C)NCCNC(C1=C(N=CC=C1)OC)=O N-(2-(6-(4-fluorophenylamino)-2-(methylsulfinyl)pyrimidin-4-ylamino)ethyl)-2-methoxynicotinamide